ClCC=1N=C2SC=CN2C1 6-chloromethyl-imidazo[2,1-B]thiazole